4-acetyl-1-tert-butoxycarbonyl-piperazine-2-carboxylic acid C(C)(=O)N1CC(N(CC1)C(=O)OC(C)(C)C)C(=O)O